N-[(3R,4R)-1-(8-cyanoquinoxalin-5-yl)-4-methylpyrrolidin-3-yl]-2-[(4R)-3,3-difluoro-1-methylpiperidin-4-yl]acetamide C(#N)C=1C=CC(=C2N=CC=NC12)N1C[C@@H]([C@@H](C1)C)NC(C[C@@H]1C(CN(CC1)C)(F)F)=O